Cl.C(C1=CC=CC=C1)NC=1C=2N(N=C(C1)NC[C@@H]1CNCCC1)C(=CN2)C(C)C N8-benzyl-3-isopropyl-N6-(((S)-piperidin-3-yl)methyl)imidazo[1,2-b]pyridazine-6,8-diamine hydrochloride